FC(S(=O)(=O)N1C[C@H]([C@@H](CC1)NC1=NN2C(C=N1)=C(C=C2C2=NC=C(C=C2F)C(F)(F)F)F)O)F (3R,4R)-1-((difluoromethyl)sulfonyl)-4-((5-fluoro-7-(3-fluoro-5-(trifluoromethyl)pyridin-2-yl)pyrrolo[2,1-f][1,2,4]triazin-2-yl)amino)piperidin-3-ol